tert-butyl N-[1-[1-(2-fluoro-2-methyl-propyl)-6-(4-nitro-1-tetrahydropyran-2-yl-pyrazol-3-yl)pyrazolo[4,3-c]pyridin-3-yl]azetidin-3-yl]-N-methyl-carbamate FC(CN1N=C(C=2C=NC(=CC21)C2=NN(C=C2[N+](=O)[O-])C2OCCCC2)N2CC(C2)N(C(OC(C)(C)C)=O)C)(C)C